FC1=CC=2C(=NSN2)C=C1[N+](=O)[O-] 5-fluoro-6-nitro-2,1,3-benzothiadiazole